(4-methoxyphenylmethoxy)-2-methylbenzonitrile COC1=CC=C(C=C1)COC=1C(=C(C#N)C=CC1)C